C(CCC)S(=O)(=O)C=1C=C(C=CC1)C(C(=O)NC=1SC2=C(N1)C=C(C(=C2)OC)OC)OC2=CC=C(C=C2)C#N 2-[3-(Butane-1-sulfonyl)-phenyl]-2-(4-cyano-phenoxy)-N-(5,6-dimethoxy-benzothiazol-2-yl)-acetamide